ClC=1C(=CC2=C([C@@H]([C@](O2)(C2=CC=CC=C2)CNCCCCCC2=C3CN(C(C3=CC=C2)=O)C2C(NC(CC2)=O)=O)C)C1C1=C(C(=O)N)C=CC(=C1F)OC)F 2-((2S,3S,4R)-5-chloro-2-(((5-(2-(2,6-dioxopiperidin-3-yl)-1-oxoisoindolin-4-yl)pentyl)amino)methyl)-6-fluoro-3-methyl-2-phenyl-2,3-dihydrobenzofuran-4-yl)-3-fluoro-4-methoxybenzamide